C(C)(C)(C)OC(N(C([2H])([2H])[2H])[C@H](C(=O)N(C)OC)C)=O.C(C(=C)C)(=O)OCCC[Si](CC)(C)C 3-methacryloxypropyl-dimethyl-monoethyl-silane Tert-butyl-(S)-(1-(methoxy(methyl)amino)-1-oxopropan-2-yl)(methyl-d3)carbamate